(2-fluorophenyl)[4-(3-nitrophenyl)-2,3-dihydro-1H-pyrrolo[2,3-c]pyridine-1-yl]methanone FC1=C(C=CC=C1)C(=O)N1CCC=2C1=CN=CC2C2=CC(=CC=C2)[N+](=O)[O-]